3-fluoro-4-methoxypyridine 1-oxide FC=1C=[N+](C=CC1OC)[O-]